(5-oxotetrahydrofuran-2-yl)methyl Methanesulfonate CS(=O)(=O)OCC1OC(CC1)=O